(R)-6-chloro-2-((2-(pyrrolidin-1-yl)propyl)thio)-1,4-dihydroquinazoline dihydrochloride Cl.Cl.ClC=1C=C2CN=C(NC2=CC1)SC[C@@H](C)N1CCCC1